[2-(Aminocarboxy)Propane-1,3-diol] Tetramethacrylate C(C(=C)C)(=O)O.C(C(=C)C)(=O)O.C(C(=C)C)(=O)O.C(C(=C)C)(=O)O.NOC(=O)C(CO)CO